5-(8-(2,2-difluoro-2-(pyridin-2-yl)ethoxy)imidazo[1,2-b]pyridazin-6-yl)pyrimidine-2,4(1H,3H)-dione FC(COC=1C=2N(N=C(C1)C=1C(NC(NC1)=O)=O)C=CN2)(C2=NC=CC=C2)F